C(=O)(OCC)C=1NC=CC1 carbethoxy-pyrrole